C12(CC3CC(CC(C1)C3)C2)NCCCCCCCSC2=C3C(N(C(C3=CC=C2)=O)C2C(NC(CC2)=O)=O)=O 4-((7-((adamantan-1-yl)amino)heptyl)thio)-2-(2,6-dioxopiperidin-3-yl)isoindoline-1,3-dione